(quinoline-6-yl)propionic acid N1=CC=CC2=CC(=CC=C12)C(C(=O)O)C